1,1-bis(acetyloxy)-3-oxo-1λ5,2-benziodaoxol-1-yl acetate C(C)(=O)OI1(OC(C2=C1C=CC=C2)=O)(OC(C)=O)OC(C)=O